(1S,3r)-3-(2-(1-((S)-2-(1,3,4-oxadiazol-2-yl)-5-oxa-2-azaspiro[3.4]oct-7-yl)piperidin-4-ylphenoxy)cyclobutyl)propan-2-ol O1C(=NN=C1)N1CC2(C1)OC[C@H](C2)N2CCC(CC2)C2=C(OC1[C@@H](CC1)CC(C)O)C=CC=C2